methyl-butylpyridinium CC1=[N+](C=CC=C1)CCCC